CN(C1=CC(=CC=C1N1CCCCC1)N)C N1,N1-dimethyl-6-(piperidin-1-yl)benzene-1,3-diamine